[Rb].[Li].[Cs] cesium lithium rubidium salt